CCC(CC)OCCCNCCCN1CCCC1 N-(3-(3-pentoxy)propyl)-3-(pyrrolidinyl)propan-1-amine